6-amino-2,3-dihydro-1H-indene-5-carbonitrile NC1=C(C=C2CCCC2=C1)C#N